4-(7-(((1R,2S)-2-(3,4-difluorophenyl)cyclopropyl)amino)-5-(propylsulfanyl)-3H-[1,2,3]triazolo[4,5-d]pyrimidin-3-yl)tetrahydrofuran-2-carboxylic acid FC=1C=C(C=CC1F)[C@H]1[C@@H](C1)NC=1C2=C(N=C(N1)SCCC)N(N=N2)C2CC(OC2)C(=O)O